(2-aminopyridin-4-yl)-6-chloro-7-((1R,3S,5R)-3-(((3-chloro-6-methoxy-pyridin-2-yl)oxy)methyl)-2-azabicyclo[3.1.0]hexan-2-yl)-4-oxo-1,4-dihydro-quinoline-3-carboxylic acid NC1=NC=CC(=C1)N1C=C(C(C2=CC(=C(C=C12)N1[C@@H]2C[C@@H]2C[C@H]1COC1=NC(=CC=C1Cl)OC)Cl)=O)C(=O)O